N=1C=C(N2C1C=CC=C2)C(=O)N2CCC(CC2)OC=2C=CC=C1C(=NN(C21)C)C2C(NC(CC2)=O)=O 3-(7-((1-(Imidazo[1,2-a]pyridine-3-carbonyl)piperidin-4-yl)oxy)-1-methyl-1H-indazol-3-yl)piperidine-2,6-dione